N-[(3S,4R)-1-{2-[1-(cyclopropylmethyl)-1H-pyrrolo[2,3-b]pyridin-2-yl]-7-methoxy-1-methyl-1H-1,3-benzodiazole-5-carbonyl}-4-hydroxypiperidin-3-yl]carbamic acid benzyl ester C(C1=CC=CC=C1)OC(N[C@H]1CN(CC[C@H]1O)C(=O)C1=CC2=C(N(C(=N2)C2=CC=3C(=NC=CC3)N2CC2CC2)C)C(=C1)OC)=O